C1=CC=C2C(=C1)C=CN=C2C(=O)O Isoquinolinecarboxylic acid